5-chloro-6-[(3-pyridazinyl)methoxy]-1H-indazole ClC=1C=C2C=NNC2=CC1OCC=1N=NC=CC1